2,4,6-Trimethylpyridinium p-toluenesulfonate salt CC1=CC=C(C=C1)S(=O)(=O)[O-].CC1=[NH+]C(=CC(=C1)C)C